(S)-3-(4-fluorophenyl)-1-isopropyl-1,2,3,4-tetrahydroquinoxaline FC1=CC=C(C=C1)[C@H]1CN(C2=CC=CC=C2N1)C(C)C